(R)-N-(2-(2-(1-((2-(difluoromethyl)-2H-tetrazol-5-yl)(phenyl)methyl)piperidine-4-carbonyl)pyridin-4-yl)benzo[d]oxazol-5-yl)acetamide FC(N1N=C(N=N1)[C@H](N1CCC(CC1)C(=O)C1=NC=CC(=C1)C=1OC2=C(N1)C=C(C=C2)NC(C)=O)C2=CC=CC=C2)F